1,3-bis(oxiranylmethyl)-1,3,5-triazine-2,4,6(1H,3H,5H)-trione O1C(C1)CN1C(N(C(NC1=O)=O)CC1OC1)=O